CC=1C=NC=CC1CCCNC1CCN(CC1)C=1C2=C(N=CN1)C(=CS2)SC N-(3-(3-methylpyridin-4-yl)propyl)-1-(7-methylthiothieno[3,2-d]pyrimidin-4-yl)piperidin-4-amine